(4-amino-3,5-difluorophenyl)(8-(4-chloro-1,2,6-trimethyl-1H-benzo[d]imidazol-5-yl)-1-vinylindolizin-3-yl)methanone NC1=C(C=C(C=C1F)C(=O)C1=CC(=C2C(=CC=CN12)C1=C(C2=C(N(C(=N2)C)C)C=C1C)Cl)C=C)F